N-[5-[[5-chloro-4-(3-cyclopropylphenyl)pyrimidin-2-yl]amino]-3-pyridyl]piperidine-4-carboxamide ClC=1C(=NC(=NC1)NC=1C=C(C=NC1)NC(=O)C1CCNCC1)C1=CC(=CC=C1)C1CC1